Cl[Si]1(C[SiH](C1)Cl)C 1,3-dichloro-1-methyl-1,3-disilacyclobutane